ClC1=CC(=C(C(=O)N2C[C@H]([C@H](C2)C)NC(OC(C)(C)C)=O)C(=C1)C)I tert-butyl ((3S,4S)-1-(4-chloro-2-iodo-6-methylbenzoyl)-4-methylpyrrolidin-3-yl)carbamate